((4-Butylpiperazin-1-yl)methyl)-N-(3-(4-methyl-1H-imidazol-1-yl)-5-(trifluoromethyl)phenyl)benzamide C(CCC)N1CCN(CC1)CC1=C(C(=O)NC2=CC(=CC(=C2)C(F)(F)F)N2C=NC(=C2)C)C=CC=C1